BrC1=CC=C2C=NC(=NC2=C1O)NC1=CC=C(C=C1)S(=O)(=O)C 7-bromo-2-((4-(methylsulfonyl)phenyl)amino)quinazolin-8-ol